N-(2-methoxy-5-((5-methyl-7-oxo-2-phenyl-3-(piperidin-1-yl)-4,7-dihydropyrazolo[1,5-a]pyrimidin-6-yl)methyl)phenyl)-N-methylacetamide COC1=C(C=C(C=C1)CC1=C(NC=2N(C1=O)N=C(C2N2CCCCC2)C2=CC=CC=C2)C)N(C(C)=O)C